P(O)(O)=O.C1(=CC=CC=C1)[Si](C1=C(C(=C2C=CC=CC2=C1)C1=CC(=CC2=CC=CC=C12)[Si](C1=CC=CC=C1)(C1=CC=CC=C1)C1=CC=CC=C1)O)(C1=CC=CC=C1)C1=CC=CC=C1 R-3,3'-bis(triphenylsilyl)binaphthol phosphonate